ClC(C(=O)OC)C(=O)C1=CC=C(C=C1)OC methyl 2-chloro-3-(4-methoxyphenyl)-3-oxopropionate